2-(4-chloro-2-trifluoromethylbenzylidene)-6-hydroxybenzofuran-3(2H)-one ClC1=CC(=C(C=C2OC3=C(C2=O)C=CC(=C3)O)C=C1)C(F)(F)F